5-((4-(2-(2-Aminoethyl)cyclopropyl)-3-((methylsulfonyl)methyl)phenyl)amino)-7-(cyclopropylamino)pyrazolo[1,5-a]pyrimidin NCCC1C(C1)C1=C(C=C(C=C1)NC1=NC=2N(C(=C1)NC1CC1)N=CC2)CS(=O)(=O)C